azetidinal N1(CCC1)C=O